NCCCSC=1OC(C2=C(N1)C=C(C=C2C)OC)=O 2-((3-aminopropyl)thio)-7-methoxy-5-methyl-4H-benzo[d][1,3]oxazin-4-one